C(CC)(=O)O[C@H]1CC[C@@H]2[C@@]1(CC[C@@H]1[C@]3(CCC=4N=C(SC4C3=CC[C@@H]21)NC2=CC(=CC=C2)F)C)C (5aR,5bS,7aS,8S,10aS,10bR)-2-((3-fluorophenyl)amino)-5a,7a-dimethyl-5,5a,5b,6,7,7a,8,9,10,10a,10b,11-dodecahydro-4H-cyclopenta[7,8]phenanthro[2,1-d]thiazol-8-yl propionate